4-[4-[[4-[4-[(3R,5R)-5-[(5-bromo-1-methyl-6-oxo-pyridazin-4-yl)amino]-1-methyl-3-piperidyl]benzoyl]piperazin-1-yl]methyl]phenoxy]-2-(2,6-dioxo-3-piperidyl)isoindoline-1,3-dione BrC1=C(C=NN(C1=O)C)N[C@@H]1C[C@@H](CN(C1)C)C1=CC=C(C(=O)N2CCN(CC2)CC2=CC=C(OC3=C4C(N(C(C4=CC=C3)=O)C3C(NC(CC3)=O)=O)=O)C=C2)C=C1